COC(=O)C1C(NNC(C1)OC)N(CC1=CC=C(C=C1)OC)CC1=CC=C(C=C1)OC 3-{Bis[(4-methoxyphenyl)methyl]amino}-6-methoxy-1,2-diazacyclohexane-4-carboxylic acid methyl ester